((4-(1-(4-(trifluoromethyl)phenyl)cyclopropyl)oxazol-2-yl)methyl)acrylic acid FC(C1=CC=C(C=C1)C1(CC1)C=1N=C(OC1)CC(C(=O)O)=C)(F)F